CC1(COC1)N1C(NCC1)=O (3-Methyloxetan-3-yl)imidazolidin-2-one